Dihydro-isoquinolin-1-one hydrochloride Cl.C1(NCCC2=CC=CC=C12)=O